C(\C=C\C1=CC=C(C=C1)O)(=O)CC(=O)O coumaroyl-acetic acid